BrC=1C=C(C(=C(C1)N(C1CC(N(C(C1)C)C(=O)OC(C)(C)C)C)CC)C)C(NCC=1C(NC(=CC1C)C)=O)=O tert-Butyl 4-((5-bromo-3-(((4,6-dimethyl-2-oxo-1,2-dihydropyridin-3-yl)methyl)carbamoyl)-2-methylphenyl)(ethyl)amino)-2,6-trans-dimethylpiperidine-1-carboxylate